8-bromooctyl-methyl-diethoxysilane BrCCCCCCCC[Si](OCC)(OCC)C